[2'-amino-2-biphenylyl][(methylsulfonyl)oxy]palladium NC1=C(C=CC=C1)C1=C(C=CC=C1)[Pd]OS(=O)(=O)C